N-2-propynyl-(4-chloro-3-fluorophenyl)amine C(C#C)NC1=CC(=C(C=C1)Cl)F